3-(1-(4-Fluoro-3-hydroxyphenyl)-1H-indazol-5-yl)benzonitrile FC1=C(C=C(C=C1)N1N=CC2=CC(=CC=C12)C=1C=C(C#N)C=CC1)O